ClC1=C(C=C(C=C1)C)N1C(C2=CC(=C(C=C2C(=C1)C(=C)C)N1N=C(N(C1=O)CC)CO)F)=O 2-(2-Chloro-5-methylphenyl)-6-(4-ethyl-3-(hydroxymethyl)-5-oxo-4,5-dihydro-1H-1,2,4-triazol-1-yl)-7-fluoro-4-(prop-1-en-2-yl)isoquinolin-1(2H)-one